1-[(1-methyl-1H-imidazol-2-yl)methyl]-2'-(quinolin-3-yl)-5',6'-dihydrospiro[azetidine-3,4'-pyrrolo[1,2-b]pyrazole] CN1C(=NC=C1)CN1CC2(CCN3N=C(C=C32)C=3C=NC2=CC=CC=C2C3)C1